Scandium carbonat C([O-])([O-])=O.[Sc+3].C([O-])([O-])=O.C([O-])([O-])=O.[Sc+3]